N=1N=CN2C1CCCC2 5,6,7,8-tetrahydro[1,2,4]triazolo[4,3-a]pyridine